1,3,5-benzenetriyltris(2,2-dimethyl-propanamide) C1(=CC(=CC(=C1)CC(C(=O)N)(C)C)CC(C(=O)N)(C)C)CC(C(=O)N)(C)C